2-(1,3-Dihydroxy-2-methylpropan-2-yl)-N'-((1,2,3,5,6,7-hexahydro-s-indacen-4-yl)carbamoyl)thiazole-5-sulfonimidamide OCC(CO)(C)C=1SC(=CN1)S(=O)(N)=NC(NC1=C2CCCC2=CC=2CCCC12)=O